dipropionic anhydride C(CC)(=O)OC(CC)=O